C(C1=CC=CC=C1)N1C(=NC2=C(C1=O)CN(CC2)C(=O)OCC2=CC=CC=C2)Cl Benzyl 3-benzyl-2-chloro-4-oxo-3,5,7,8-tetrahydropyrido[4,3-d]pyrimidine-6(4H)-carboxylate